2,6-difluoro-N-[(1r,3s)-3-{[6-fluoro-2-(trifluoromethyl)quinolin-4-yl]amino}cyclohexyl]-3-methanesulfonamidobenzamide FC1=C(C(=O)N[C@H]2C[C@H](CCC2)NC2=CC(=NC3=CC=C(C=C23)F)C(F)(F)F)C(=CC=C1NS(=O)(=O)C)F